CC1=CC(=NN1C1=CC=C(C=C1)OC(F)(F)F)N1CCC2(CCN(CC2)C2CCOCC2)CC1 9-[5-methyl-1-[4-(trifluoromethoxy)phenyl]pyrazol-3-yl]-3-tetrahydropyran-4-yl-3,9-diazaspiro[5.5]undecane